C(C1=CC=CC=C1)OC(=O)N[C@@H]1C[C@@H](C[C@@H](C1)OC)C(=O)OC Methyl (1S,3R,5S)-3-{[(benzyloxy)carbonyl]amino}-5-methoxycyclohexane-1-carboxylate